lithium manganese (II) phosphate P(=O)([O-])([O-])[O-].[Mn+2].[Li+]